FC(OC1=NC2=CC(=CC(=C2N=C1)C=1SC(=CN1)C1=C2C=CNC2=CC=C1)C)F 2-(2-(difluoromethoxy)-7-methylquinoxalin-5-yl)-5-(1H-indol-4-yl)thiazole